[2-chloro-4-[[3-[3-(trifluoromethyl)-1H-pyrazol-4-yl]imidazo[1,2-a]pyrazin-8-yl]amino]phenyl]-[4-[(2R)-pyrrolidine-2-carbonyl]piperazin-1-yl]methanone ClC1=C(C=CC(=C1)NC=1C=2N(C=CN1)C(=CN2)C=2C(=NNC2)C(F)(F)F)C(=O)N2CCN(CC2)C(=O)[C@@H]2NCCC2